OC(CN1N=CC(=C1)C1=C(C=2C(=NC=C3C2N(C(N3C)=O)C(C)C)N1)C=1C=C3C=NN(C3=CC1)C)(C)C 7-(1-(2-Hydroxy-2-methylpropyl)-1H-pyrazol-4-yl)-1-isopropyl-3-methyl-8-(1-methyl-1H-indazol-5-yl)-3,6-dihydroimidazo[4,5-d]pyrrolo[2,3-b]pyridin-2(1H)-on